syringylpropen C(C1=CC(OC)=C(O)C(OC)=C1)C=CC